4-(4-(ethylsulfonamido)-2,5-difluorophenyl)-1H-pyrrolo[2,3-b]pyridin C(C)S(=O)(=O)NC1=CC(=C(C=C1F)C1=C2C(=NC=C1)NC=C2)F